CC(=C=CCC(C=C)=O)CCC=C(C)C 7,11-dimethyldodecen-5,6,10-trien-3-one